CN(C(C(C)(C=1OC(=NN1)C=1C(=CC2=C(N(C([C@H](CS2(=O)=O)N)=O)CC2=CC=C(C=C2)Cl)C1)F)C)=O)C N,N,2-trimethyl-2-[5-[(3R)-3-amino-5-[(4-chlorophenyl)methyl]-8-fluoro-1,1,4-trioxo-2,3-dihydro-1λ6,5-benzothiazepin-7-yl]-1,3,4-oxadiazol-2-yl]propanamide